[Na+].[Na+].O=C([O-])CN(C)C(N)=N.O=C([O-])CN(C)C(N)=N creatine disodium salt